isocyanoacetic acid methyl ester COC(C[N+]#[C-])=O